5-(4-cyanothiazol-2-yl)pyridin C(#N)C=1N=C(SC1)C=1C=CC=NC1